6-(4-((6-isopropyl-2,6-diazaspiro[3.3]heptan-2-yl)methyl)phenyl)-1,4-dimethyl-2-(4-(methylsulfonyl)phenyl)-1H-benzo[d]imidazole C(C)(C)N1CC2(CN(C2)CC2=CC=C(C=C2)C=2C=C(C3=C(N(C(=N3)C3=CC=C(C=C3)S(=O)(=O)C)C)C2)C)C1